C(C)(=O)N(C=1C(=[N+](C=CC1)[O-])C(=O)OCC)C ethyl 3-[acetyl(methyl)amino]-1-oxido-pyridin-1-ium-2-carboxylate